C(C1=CC=CC=C1)OC1=CC=C2CCCC3(CCC=4C(=NC(=NC4C3)S(=O)C)N3[C@H](CN(CC3)C(C3=CC=CC=C3)(C3=CC=CC=C3)C3=CC=CC=C3)CC#N)C2=C1 2-((2S)-1-(7-(Benzyloxy)-2'-(methylsulfinyl)-3,4,5',8'-tetrahydro-2H,6'H-spiro[naphthalene-1,7'-quinazolin]-4'-yl)-4-tritylpiperazin-2-yl)acetonitrile